C(C)O[Si](C(C(C(C(C(C(C(CCC(F)(F)F)(F)F)(F)F)(F)F)(F)F)(F)F)(F)F)(F)F)(OCC)OCC triethoxyheptadecafluorodecylsilane